O.[Fe+2].C(CC(O)(C(=O)[O-])CC(=O)[O-])(=O)[O-].[Fe+2] iron citrate iron monohydrate